6-Chloro-4-(2-hydroxyethoxy)pyrazolo[1,5-a]pyrazine-3-ol ClC=1N=C(C=2N(C1)N=CC2O)OCCO